4-fluoro-N-[2-fluoro-3-(1-methylpiperidine-4-carbonyl)phenyl]benzamide FC1=CC=C(C(=O)NC2=C(C(=CC=C2)C(=O)C2CCN(CC2)C)F)C=C1